The molecule is a 2,5-dihydro-1,3-thiazole having 2-carboxy-, 4-methyl- and 5-[(2-phosphonooxy)ethylidene]-substituents. It is a member of 1,3-thiazoles and a monoalkyl phosphate. It derives from a 4-methyl-5-(2-phosphonooxyethyl)thiazole. It is a conjugate acid of a 2-carboxylato-4-methyl-5-[(2-phosphonatooxy)ethylidene]-2,5-dihydrothiazole(3-). CC\\1=NC(S/C1=C/COP(=O)(O)O)C(=O)O